2,6-difluoro-N-(6-fluoropyridin-2-yl)-4-(1,3',4,4-tetramethyl-[2,3'-bipyrrolidin]-1'-yl)benzenesulfonamide FC1=C(C(=CC(=C1)N1CC(CC1)(C1N(CC(C1)(C)C)C)C)F)S(=O)(=O)NC1=NC(=CC=C1)F